ethyl 2-((3,5-bis((2,3-dihydroxypropyl) carbamoyl) phenyl) amino)-2-oxoacetate OC(CNC(=O)C=1C=C(C=C(C1)C(NCC(CO)O)=O)NC(C(=O)OCC)=O)CO